C1(CC1)C=1C=C(C=2N(C1)C=C(N2)COC2=CC(=NC=N2)NC(=O)[C@@H]2[C@H](C2)C2=NC=CC(=N2)C)N2C(N(C(C2)=O)C(C2=CC=CC=C2)(C2=CC=CC=C2)C2=CC=CC=C2)=O (1S,2S)-N-(6-((6-cyclopropyl-8-(2,4-dioxo-3-tritylimidazolidin-1-yl)imidazo[1,2-a]pyridin-2-yl)methoxy)pyrimidin-4-yl)-2-(4-methylpyrimidin-2-yl)cyclopropane-1-carboxamide